[O-]P([O-])(=O)OP(=O)([O-])[O-].C(CCC)[NH+](CCCC)CCCC.C(CCC)[NH+](CCCC)CCCC.C(CCC)[NH+](CCCC)CCCC.C(CCC)[NH+](CCCC)CCCC Tributylammonium Pyrophosphate